ICC#COC(NCCCC)=O 3-Iodopropynyl-N-butylcarbamat